8,9,10,11-tetrachloro-12h-phthaloperin-12-one ClC1=C2C3=NC4=CC=CC5=CC=CC(N3C(C2=C(C(=C1Cl)Cl)Cl)=O)=C54